N-((1H-tetrazol-5-yl)methyl)-2,6-dihydroxy-N,3'-dimethyl-4-pentyl-[1,1'-biphenyl]-3-carboxamide N1N=NN=C1CN(C(=O)C=1C(=C(C(=CC1CCCCC)O)C1=CC(=CC=C1)C)O)C